(1S,2S)-2-fluoro-N-(3-(5-fluoro-4-methyl-6-propionylpyridin-3-yl)-1-methyl-2-oxo-1,2-dihydro-1,6-naphthyridin-7-yl)cyclopropane-1-carboxamide F[C@@H]1[C@@H](C1)C(=O)NC1=NC=C2C=C(C(N(C2=C1)C)=O)C=1C=NC(=C(C1C)F)C(CC)=O